N-amyl-ethylpiperidine chloride salt [Cl-].C(CCCC)N1C(CCCC1)CC